tert-butyl (6-fluoro-5-nitropyridin-3-yl)carbamate FC1=C(C=C(C=N1)NC(OC(C)(C)C)=O)[N+](=O)[O-]